N1C[C@H](CCCC1)NC1=NC=C(C(=N1)C1=CNC2=C(C(=CC=C12)C(=O)O)Br)C(F)(F)F (S)-3-(2-(azepan-3-ylamino)-5-(trifluoromethyl)pyrimidin-4-yl)-7-bromo-1H-indole-6-carboxylic acid